2-dibutylamino-4,6-dimercaptotriazine C(CCC)N(N1NC(=CC(=N1)S)S)CCCC